(Z)-(4-(4-bromo-6-(trifluoromethyl)-1H-benzo[d][1,2,3]triazol-1-yl)-3-fluorobut-2-en-1-yl)carbamic acid tert-butyl ester C(C)(C)(C)OC(NC\C=C(\CN1N=NC2=C1C=C(C=C2Br)C(F)(F)F)/F)=O